(2-(2-chloropyrimidin-4-yl)-1,6-naphthyridin-7-yl)methanamine ClC1=NC=CC(=N1)C1=NC2=CC(=NC=C2C=C1)CN